(6-chloro-4-(2-methoxyethoxy)pyridin-2-yl)ethan-1-one ClC1=CC(=CC(=N1)C(C)=O)OCCOC